C(C)C1=CC=C(C=C1)C=1C=C2CC(C(C2=CC1OC)NC(O[C@@H]1CN2CCC1CC2)=O)(C)C (S)-quinuclidin-3-yl (5-(4-ethylphenyl)-6-methoxy-2,2-dimethyl-2,3-dihydro-1H-inden-1-yl)carbamat